N-(acetyl)-2,2-diisopropylbutanamide C(C)(=O)NC(C(CC)(C(C)C)C(C)C)=O